C(CC(O)(C(=O)O)CC(=O)O)(=O)O.CN1N=C(C=C1)C1=CC(=C(C(=O)N[C@@H]2CNCC[C@H]2C2=CC(=C(C=C2)F)F)C=C1)F 4-(1-methyl-1H-pyrazole-yl)-N-((3S,4S)-4-(3,4-difluorophenyl)piperidin-3-yl)-2-fluorobenzamide citrate